C(CC\C=C\C=C\CCC\C=C/CCCC)O (E,E,Z)-4,6,11-hexadecatrienol